C(C)(C)C1=C(C=CC=C1)C=1N=CC2=C(N1)C=CN2C(=O)OC(C)(C)C tert-butyl 2-(2-isopropylphenyl)pyrrolo[3,2-d]pyrimidine-5-carboxylate